triglycidylglycerol C1C(O1)COCC(COCC2CO2)OCC3CO3